4-((4bS,5R,6S,7aR)-6-(((1R,5S)-3-oxa-8-azabicyclo[3.2.1]oct-8-yl)methyl)-4b,5-dihydroxy-4-methoxy-7-phenyl-4b,5,6,7-tetrahydro-7aH-cyclopenta[4,5]furo[2,3-c]pyridin-7a-yl)benzonitrile [C@H]12COC[C@H](CC1)N2C[C@@H]2C([C@]1([C@](C3=C(C=NC=C3OC)O1)([C@@H]2O)O)C2=CC=C(C#N)C=C2)C2=CC=CC=C2